dimanganese (IV) bis(hexafluorophosphate) monohydrate O.F[P-](F)(F)(F)(F)F.F[P-](F)(F)(F)(F)F.[Mn+4].[Mn+4]